2-((2S,4S)-5-chloro-6-fluoro-2-((((cis)-4-(methylsulfonyl)cyclohexyl)amino)methyl)-2-phenyl-2,3-dihydrobenzofuran-4-yl)-4-(difluoromethoxy)-3-fluorobenzamide ClC=1C(=CC2=C(C[C@](O2)(C2=CC=CC=C2)CN[C@@H]2CC[C@@H](CC2)S(=O)(=O)C)C1C1=C(C(=O)N)C=CC(=C1F)OC(F)F)F